ClC1=CC=C(C=C1)[C@@]1(N(C(C2=CC(=CC(=C12)F)[C@](CC)(O)C1(CCOCC1)F)=O)CC1=NC=C(C=N1)Cl)OCCO (3R)-3-(4-chlorophenyl)-2-[(5-chloropyrimidin-2-yl)methyl]-4-fluoro-6-[(1S)-1-(4-fluorooxan-4-yl)-1-hydroxypropyl]-3-(2-hydroxyethoxy)-2,3-dihydro-1H-isoindol-1-one